C1(=C(C=CC2=CC=CC=C12)C1=CC=C(C=C1)C1=NC(=NC(=N1)C1=CC=CC=C1)C1=CC=CC=C1)C1=CC=C(C=C1)C1=NC(=NC(=N1)C1=CC=CC=C1)C1=CC=CC=C1 6,6'-(naphthalene-1,2-diylbis(4,1-phenylene))bis(2,4-diphenyl-1,3,5-triazine)